3-(1-oxo-5-(((1R,2R)-2-(3-(6-(trifluoromethyl)pyridin-3-yl)azetidin-1-yl)cyclohexyl)-oxy)isoindolin-2-yl)piperidine-2,6-dione O=C1N(CC2=CC(=CC=C12)O[C@H]1[C@@H](CCCC1)N1CC(C1)C=1C=NC(=CC1)C(F)(F)F)C1C(NC(CC1)=O)=O